S1C(=CC=C1)C1(CC2(CC2)C1)CN (5-(Thiophen-2-yl)spiro[2.3]hexan-5-yl)methanamine